trimethyl-4,13-di-oxo-3,14-dioxa-5,12-diazahexadecane-1,16-diol CC(C(O)(C)C)OC(NCCCCCCNC(OCCO)=O)=O